C1(CC1)CN1C(N(C(C1=O)=O)CC1=NC(=NO1)CC(=O)N(CC1COCC1)C1=C(C=CC=C1)OC)=O 2-(5-((3-(cyclopropylmethyl)-2,4,5-trioxoimidazolidin-1-yl)methyl)-1,2,4-oxadiazol-3-yl)-N-(2-methoxyphenyl)-N-((tetrahydrofuran-3-yl)methyl)acetamide